6-(4,4,5,5-tetramethyl-1,3,2-dioxaborolan-2-yl)isobenzofuran-1(3H)-one CC1(OB(OC1(C)C)C1=CC=C2COC(C2=C1)=O)C